10-phenyl-10H,10'H-spiro[acridin-9,9'-anthracene] C1(=CC=CC=C1)N1C=2C=CC=CC2C2(C3=CC=CC=C3CC=3C=CC=CC23)C2=CC=CC=C12